C1(=CC=CC=C1)C(C(=O)NC=1SC(=C(C1C(=O)OC)C)C(N)=O)CC Methyl 2-(2-phenylbutanamido)-5-carbamoyl-4-methylthiophene-3-carboxylate